C(C)(C)(C)OC(=O)N1CCC(CC1)C1=NOC(=N1)C1=CC(=C(C=C1)OC)OC 4-(5-(3,4-dimethoxyphenyl)-1,2,4-oxadiazol-3-yl)piperidine-1-carboxylic acid tert-butyl ester